FC=1C(=C(C=CC1F)[C@H]1[C@@H](O[C@@](C1)(CC(F)(F)F)C)C(=O)NC1=CC(=NC=C1)C(=O)N)OC |o1:8,9,11| rel-(2R,3S,5S)-4-[[3-(3,4-difluoro-2-methoxy-phenyl)-5-methyl-5-(2,2,2-trifluoroethyl)tetrahydrofuran-2-carbonyl]amino]pyridine-2-carboxamide